ClC=1C=C(OCCNC(OC(C)(C)C)=O)C=C(C1)N1CCN(CC1)S(=O)(=O)C1=CC=C(C=C1)NC(C1=C(C=CC=C1)N(S(=O)(=O)C)C)=O Tert-butyl (2-(3-chloro-5-(4-((4-(2-(N-methylmethylsulfonamido)benzamido)phenyl) sulfonyl)piperazin-1-yl)phenoxy)ethyl)carbamate